BrC1=C(C=CC=C1)C(C)(C)C1=C(C=CC=C1)F 1-bromo-2-[1-(2-fluorophenyl)-1-methyl-ethyl]benzene